2-aminoethyl (R)-1-((4'-(1,1,1,3,3,3-hexafluoro-2-hydroxypropan-2-yl)-[1,1'-biphenyl]-4-yl)methyl)-4-(pyridin-4-ylmethyl)piperazine-2-carboxylate FC(C(C(F)(F)F)(O)C1=CC=C(C=C1)C1=CC=C(C=C1)CN1[C@H](CN(CC1)CC1=CC=NC=C1)C(=O)OCCN)(F)F